[5-(3,4-Dimethoxybenzyl)]-1-(4-methoxyphenyl)pyrimidine-2,4,6(1H,3H,5H)-trione COC=1C=C(CC2C(NC(N(C2=O)C2=CC=C(C=C2)OC)=O)=O)C=CC1OC